3-((3-chloropyrazin-2-yl)methyl)-1-(4-methoxybenzyl)-1-methylurea ClC=1C(=NC=CN1)CNC(N(C)CC1=CC=C(C=C1)OC)=O